CC1=NN=C2N1C=C(N=C2OC)OC 3-Methyl-6,8-dimethoxy-1,2,4-triazolo-[4,3-a]pyrazine